C=1(C(=CC=CC1)C(=O)OCCCC)C n-butyl toluate